OC1=C(C=C(C=C1)C1=C(C=CC(=C1)CC=C)OC(CCC(=O)O)=O)CC=C 4-({2-[4-hydroxy-3-(prop-2-enyl)phenyl]-4-(prop-2-enyl)phenyl}oxy)-4-oxobutanoic acid